2-Amino-N-(3-((4-cyano-3-fluorophenoxy)methyl)-1-((2,4-dichlorophenyl)sulfonyl)azetidin-3-yl)acetamide NCC(=O)NC1(CN(C1)S(=O)(=O)C1=C(C=C(C=C1)Cl)Cl)COC1=CC(=C(C=C1)C#N)F